[K].FC1=CC=C(C=C1)CNC(=O)C=1N=C(N(C(C1O)=O)C)C(C)(NC(=O)C=1OC(=NN1)C)C N-[(4-fluorophenyl)methyl]-1,6-dihydro-5-hydroxy-1-methyl-2-[1-methyl-1-[[(5-methyl-1,3,4-oxadiazol-2-yl)carbonyl]amino]ethyl]-6-oxo-4-pyrimidinecarboxamide monopotassium salt